C(CC(=O)C)(=O)[O-].C(C(C)C)CC(CC(=O)[O-])=O.C(C(C)C)CC(CC(=O)[O-])=O.[Al+3] aluminum bis(isobutyl acetoacetate) monoacetoacetate